C(C)(=O)OCCC1=C(C(=CC=C1)OC[C@H](O)C=1C=C(C=CC1)C1=CC(=CC=C1)CNC(=O)OC(C)(C)C)OCC1=CC=CC=C1 |r| (±)-2-(2-(Benzyloxy)-3-(2-(3'-(((tert-butoxycarbonyl)amino)methyl)-[1,1'-biphenyl]-3-yl)-2-hydroxyethoxy)phenyl)ethyl acetate